5'-(propane-2,2-diylbis(sulfanediyl))bis(1-cyclohexylpentan-3-one) CC(C)(SC(CC(CC)=O)C1CCCCC1)SC(CC(CC)=O)C1CCCCC1